CN(CCCN)C N,N-dimethylpropan-1,3-diamine